methyl 1-methylpyrazolo[4,3-c]pyridine-6-carboxylate CN1N=CC=2C=NC(=CC21)C(=O)OC